C(C(=C)C)(=O)OC1=CC=CC=2C3=CC=CC=C3C=CC12 phenanthryl methacrylate